NC1(CCN(CC1)C1=NC=C(C=2N1C=CN2)SC2=C(C(=NC=C2)N)Cl)C 4-((5-(4-amino-4-methylpiperidin-1-yl)imidazo[1,2-c]pyrimidin-8-yl)thio)-3-chloropyridin-2-amine